C1(CC1)COC1=CC=C(C=N1)C=1C(=C(C(=CC1)O)N1CC(NS1(=O)=O)=O)F 5-(3-(6-(cyclopropylmethoxy)pyridin-3-yl)-2-fluoro-6-hydroxyphenyl)-1,2,5-thiadiazolidin-3-one 1,1-dioxide